C(C)(=O)C=1C(=CC2=CC=CC(=C2C1)C(C)=O)N 3,5-diacetyl-2-aminonaphthalene